tris(2-hydroxyethyl)methyl-ammonium salicylate C(C=1C(O)=CC=CC1)(=O)[O-].OCC[N+](C)(CCO)CCO